C1(CC1)C(C)(C)N1C=C(C2=C1N=CN=C2N)I 7-(2-Cyclopropylpropan-2-yl)-5-iodo-7H-pyrrolo[2,3-d]Pyrimidin-4-amine